C(C)C1=C2C\C(\C(C2=CC=C1)=O)=N/O (E)-4-ethyl-2-(hydroxyimino)-2,3-dihydro-1H-inden-1-one